C(C=C)(=O)N1[C@@H](C[C@H](CC1)N1C=NC=2C(=NC=3C(=C(C(=CC3C21)Cl)C2=C(C(=CC=C2)Cl)C)F)C=2C(=NC=CC2)C)CC#N 2-((2S,4S)-1-acryloyl-4-(8-chloro-7-(3-chloro-2-methylphenyl)-6-fluoro-4-(2-methylpyridin-3-yl)-1H-imidazo[4,5-c]quinolin-1-yl)piperidin-2-yl)acetonitrile